[(4-methylquinazolin-2-yl)methyl]purine-2,6-dione CC1=NC(=NC2=CC=CC=C12)CC1=NC2=NC(NC(C2=N1)=O)=O